propionic acid hydrogensulfate S(=O)(=O)(O)O.C(CC)(=O)O